FC1=C(C(=CC=C1)C=1N=NC(=CC1)N(C1CC(NC(C1)(C)C)(C)C)C)O 2-fluoro-6-{6-[methyl-(2,2,6,6-tetramethyl-piperidin-4-yl)-amino]-pyridazin-3-yl}-phenol